C(C)(C)(C)OC(=O)NCCCN1N=CC(=C1)N tert-butoxycarbonyl-3-(4-amino-1H-pyrazol-1-yl)-1-propylamine